FC1=C(C=C(CC2=NC=CC(=C2)N2N=CC=3C(NCCC32)=O)C=C1)C(F)(F)F 1-(2-(4-fluoro-3-(trifluoromethyl)benzyl)pyridin-4-yl)-1,5,6,7-tetrahydro-4H-pyrazolo[4,3-c]pyridin-4-one